C(C=C)(=O)N1CC(CCC1)C=1C=NC=CC1C1=CC(=C(CNC(=O)C2=NOC(=C2)C(C)(C)C)C=C1)C N-(4-(3-(1-acryloylpiperidin-3-yl)pyridin-4-yl)-2-methylbenzyl)-5-(tert-butyl)isoxazole-3-carboxamide